2-isopropylimidazole-4,5-dicarboxylate C(C)(C)C=1NC(=C(N1)C(=O)[O-])C(=O)[O-]